BrC1=C(C=C(C=C1)NC(C1=CN=C(C=C1)C1=C(C=C(C=C1)C1=NOC(=N1)C)F)=O)OCCN(C)C N-(4-bromo-3-(2-(dimethylamino)ethoxy)phenyl)-6-(2-fluoro-4-(5-methyl-1,2,4-oxadiazol-3-yl)phenyl)nicotinamide